(2S)-methyl 3-(2-(6-((Z)-2,3-bis(tert-butoxycarbonyl)guanidino)-chroman-4-ylamino) acetamido)-2-(2,6-dichlorobenzamido)propanoate C(C)(C)(C)OC(=O)\N=C(\NC=1C=C2C(CCOC2=CC1)NCC(=O)NC[C@@H](C(=O)OC)NC(C1=C(C=CC=C1Cl)Cl)=O)/NC(=O)OC(C)(C)C